carboxymethyl ether iron [Fe].C(=O)(O)OC